1-(4-bromo-2-nitrophenyl)-N,N-dimethylpiperidin-4-amine BrC1=CC(=C(C=C1)N1CCC(CC1)N(C)C)[N+](=O)[O-]